1-tert-butyl-1,1-dimethyl-N-(2,2,2-trifluoroethyl)silanamine C(C)(C)(C)[Si](NCC(F)(F)F)(C)C